tert-butyl (S)-4-(6-cyclopropyl-1-(2-isopropyl-4-methylpyridin-3-yl)-2-oxo-7-(pyridin-3-yl)-1,2-dihydropyrido[2,3-d]pyrimidin-4-yl)-3-methylpiperazine-1-carboxylate C1(CC1)C1=CC2=C(N(C(N=C2N2[C@H](CN(CC2)C(=O)OC(C)(C)C)C)=O)C=2C(=NC=CC2C)C(C)C)N=C1C=1C=NC=CC1